1-(1-(7-azaspiro[3.5]non-2-yl)piperidin-4-yl)-3-(4-phenoxyphenyl)-1H-pyrazolo[3,4-d]pyrimidin-4-amine C1C(CC12CCNCC2)N2CCC(CC2)N2N=C(C=1C2=NC=NC1N)C1=CC=C(C=C1)OC1=CC=CC=C1